(E)-3-(4-((4-chlorobenzyl)oxy)-3-methoxyphenyl)propenal ClC1=CC=C(COC2=C(C=C(C=C2)/C=C/C=O)OC)C=C1